C(C)N(C1=CC(=C(C=C1)C1(OC(C=2C1=NC=CC2)=O)C2=C(N(C1=CC=CC=C21)CC)C)OCC)CC 7-(4-diethylamino-2-ethoxyphenyl)-7-(1-ethyl-2-methyl-1H-indol-3-yl)furo[3,4-b]pyridin-5(7H)-one